O1C(OCC1)CN1C=NC=2N(C(N(C(C12)=O)C)=O)C 7-[(1,3-dioxacyclopent-2-yl)methyl]-1,3-dimethyl-3,7-dihydro-1H-purine-2,6-dione